IC=1C(=[Ge](C=CC1)I)I triiodogermaine